1-(3-((benzyloxy)methyl)cyclobutyl)-N-(5-(difluoromethoxy)-1H-pyrazol-3-yl)-1H-pyrazolo[3,4-b]Pyrazin-6-amine C(C1=CC=CC=C1)OCC1CC(C1)N1N=CC=2C1=NC(=CN2)NC2=NNC(=C2)OC(F)F